tert-butyl-4-[2-[N-[(2R,4R)-1-benzyloxycarbonyl-4-methoxy-pyrrolidine-2-carbonyl]-4-(pentafluoro-λ6-sulfanyl)anilino]-2-(3-pyridyl)acetyl]piperazine-1-carboxylate C(C)(C)(C)OC(=O)N1CCN(CC1)C(C(C=1C=NC=CC1)N(C1=CC=C(C=C1)S(F)(F)(F)(F)F)C(=O)[C@@H]1N(C[C@@H](C1)OC)C(=O)OCC1=CC=CC=C1)=O